(4-nitrophenyl) N-[4-[1,4-dimethyl-5-[[4-(trifluoromethyl)benzoyl] amino]pyrazol-3-yl]phenyl]carbamate CN1N=C(C(=C1NC(C1=CC=C(C=C1)C(F)(F)F)=O)C)C1=CC=C(C=C1)NC(OC1=CC=C(C=C1)[N+](=O)[O-])=O